C1(CC1)N[C@H]1CN(CCC1)S(=O)(=O)C1=C(C=CC=C1)[N+](=O)[O-] (3R)-N-cyclopropyl-1-(2-nitrophenyl)sulfonyl-piperidin-3-amine